2-phenyl-N-(tetrahydro-2H-pyran-4-yl)pyrimidine-4-carboxamide C1(=CC=CC=C1)C1=NC=CC(=N1)C(=O)NC1CCOCC1